tert-butyl 4-(4-(4-((2,6-dioxopiperidin-3-yl) (methyl) amino)-2-fluorophenyl) piperazin-1-yl)-3,3-difluoropiperidine-1-carboxylate O=C1NC(CCC1N(C1=CC(=C(C=C1)N1CCN(CC1)C1C(CN(CC1)C(=O)OC(C)(C)C)(F)F)F)C)=O